C(C)OC(=O)C=1N(C=C(N1)[N+](=O)[O-])C.BrC1=C(C=C(C=C1)S(=O)(=O)N)C(C)O 4-bromo-3-(1-hydroxyethyl)benzenesulfonamide ethyl-1-methyl-4-nitroimidazole-2-carboxylate